N-(2-trimethylsilyl-ethoxymethyl)-1H-indole C[Si](CCOCN1C=CC2=CC=CC=C12)(C)C